(R)-2-((1-(2-(4-methoxy-4-methylpiperidin-1-yl)-3,7-dimethyl-4-oxo-4H-pyrido[1,2-a]pyrimidin-9-yl)ethyl)amino)benzoic acid COC1(CCN(CC1)C=1N=C2N(C(C1C)=O)C=C(C=C2[C@@H](C)NC2=C(C(=O)O)C=CC=C2)C)C